3-(4-{4-[(Methyl-phenyl-amino)-methyl]-benzyloxy}-1-oxo-1,3-dihydro-isoindol-2-yl)-piperidine-2,6-dione CN(C1=CC=CC=C1)CC1=CC=C(COC2=C3CN(C(C3=CC=C2)=O)C2C(NC(CC2)=O)=O)C=C1